C(C)(=O)OC(COC)C1=NC=CC=C1 [2-Methoxy-1-(2-pyridyl)ethyl] acetate